N(=[N+]=[N-])CCCCCOCCCCN1CCN(CC1)C1=CC=NC2=CC(=CC=C12)Cl 4-(4-(4-((5-azidopentyl)oxy)butyl)piperazin-1-yl)-7-chloroquinoline